hydroxymethylpentylcyclohexene OCC1=C(CCCC1)CCCCC